[Si](C)(C)(C(C)(C)C)OC1CCC(CC1)CCCNCC(O)C1=CC(=CC=C1)F 2-((3-((1r,4S)-4-((tert-butyldimethylsilyl)oxy)cyclohexyl)propyl)amino)-1-(3-fluorophenyl)ethan-1-ol